4-((dimethylamino)methyl)-N'-(4-fluoro-2,6-diisopropylphenylcarbamoyl)benzenesulfonimidamide CN(C)CC1=CC=C(C=C1)S(=O)(N)=NC(NC1=C(C=C(C=C1C(C)C)F)C(C)C)=O